COC1=C(C=C(C=C1)C(=O)N1CCC(CC1)OCCN1CCNCC1)N1C(NC(CC1)=O)=O 1-(2-methoxy-5-(4-(2-(piperazin-1-yl)ethoxy)piperidine-1-carbonyl)phenyl)dihydropyrimidine-2,4(1H,3H)-dione